N-[4-[2-(3,3-difluoroazetidine-1-carbonyl)-4-(difluoromethoxy)phenyl]-6-propan-2-yloxypyridin-2-yl]-5-ethenyl-1-methyl-2-oxopyridine-3-carboxamide FC1(CN(C1)C(=O)C1=C(C=CC(=C1)OC(F)F)C1=CC(=NC(=C1)OC(C)C)NC(=O)C=1C(N(C=C(C1)C=C)C)=O)F